O1C(=CC=C1C(=O)Cl)C(=O)Cl 2,5-Furandioyl chloride